C1(CC1)COC1=C(C=C(C=C1F)F)CNC(=O)C=1C(=NC=C(C1)C=1C=CC=2N(N1)C=C(N2)NC(C)=O)C N-{[2-(cyclopropylmethoxy)-3,5-difluorophenyl]methyl}-5-{2-acetamidoimidazo[1,2-b]pyridazin-6-yl}-2-methylpyridine-3-carboxamide